N1=NC(=CC=C1)NC1CCC(CC1)=O 4-(pyridazinylamino)cyclohexanone